(S)-4-methoxy-6-(1-(1-(pyrrolidine-3-carbonyl)piperidin-4-yl)-1H-pyrazol-4-yl)pyrazolo[1,5-a]pyridine-3-carbonitrile COC=1C=2N(C=C(C1)C=1C=NN(C1)C1CCN(CC1)C(=O)[C@@H]1CNCC1)N=CC2C#N